[Zr].N1(CCOCC1)CCN1C(=NC2=C1C=CC=C2)NC(C2=CC(=CC=C2)[N+](=O)[O-])=O 1-(2-(4-morpholinyl)ethyl)-2-(3-nitrobenzoylamino)benzimidazole Zirconium